2-(3-chlorophenyl)benzofuran-5-carbaldehyde ClC=1C=C(C=CC1)C=1OC2=C(C1)C=C(C=C2)C=O